(+/-)-(1S,3S)-3-(4-(5-((cyclopentyloxy)methyl)-1-methyl-1H-1,2,3-triazol-4-yl)phenoxy)cyclohexane-1-carboxylic acid C1(CCCC1)OCC1=C(N=NN1C)C1=CC=C(O[C@@H]2C[C@H](CCC2)C(=O)O)C=C1 |r|